2-(1-acryloyl-4-(7-(7-fluoro-3,4-dihydroquinolin-1(2H)-yl)-2-((1-methylpyrrolidin-2-yl)methoxy)-5,6,7,8-tetrahydroquinazolin-4-yl)piperazin-2-yl)acetonitrile C(C=C)(=O)N1C(CN(CC1)C1=NC(=NC=2CC(CCC12)N1CCCC2=CC=C(C=C12)F)OCC1N(CCC1)C)CC#N